rac-7-(trifluoromethyl)-3,4,4a,9b-tetrahydrofuro[2,3-b:4,5-b']dipyridin-2(1H)-one FC(C1=CC=C2C(=N1)OC1C2NC(CC1)=O)(F)F